C1(CC1)C=1C=C(C(=C(C1)O)C1=C2C(=C(N=N1)N[C@H]1CN(CCC1)C)C=NC=C2)F 5-cyclopropyl-3-fluoro-2-(4-{[(3R)-1-methylpiperidin-3-yl]amino}pyrido[3,4-d]pyridazin-1-yl)phenol